(S)-5'-deoxy-5'-(methylthio)adenosine CSC[C@@H]1[C@H]([C@H]([C@H](O1)N1C=NC=2C(N)=NC=NC12)O)O